The molecule is the dianion obtained by removal of two protons from the phosphate group of D-glycero-alpha-D-manno-heptose 7-phosphate. It is a conjugate base of a D-glycero-alpha-D-manno-heptose 7-phosphate. C([C@H]([C@@H]1[C@H]([C@@H]([C@@H]([C@H](O1)O)O)O)O)O)OP(=O)([O-])[O-]